1,4-diamino-2-isopropylcyclohexane NC1C(CC(CC1)N)C(C)C